C(C1=CC=CC=C1)OC[C@H](N(S(=O)(=O)C1=C(C(=C(C(=C1F)F)F)F)F)C)C(=O)Cl O-benzyl-N-methyl-N-((perfluorophenyl)sulfonyl)-L-serinoyl chloride